CN1C(=NN=C1)S[C@@H](C)C=1C=C(C=CC1)N1N=NC(=C1)C1=CC=C(C(=O)N)C=C1 (S)-4-(1-(3-(1-(4-methyl-4H-1,2,4-triazol-3-ylthio)ethyl)phenyl)-1H-1,2,3-triazol-4-yl)benzamide